N-(5,6,7,8-tetrahydro-8-quinolinyl)-picolinamide N1=CC=CC=2CCCC(C12)NC(C1=NC=CC=C1)=O